1,3-bis(2-trifluoromethyl-4-maleimidophenoxy)benzene ethyl-3-(5-(2-chloro-4-(4-hydroxypiperidine-1-carbonyl)phenyl)-[3,4'-bipyridin]-2'-yl)-3-methylbutanoate C(C)OC(CC(C)(C)C1=NC=CC(=C1)C=1C=NC=C(C1)C1=C(C=C(C=C1)C(=O)N1CCC(CC1)O)Cl)=O.FC(C1=C(OC2=CC(=CC=C2)OC2=C(C=C(C=C2)N2C(C=CC2=O)=O)C(F)(F)F)C=CC(=C1)N1C(C=CC1=O)=O)(F)F